4-Bromo-1-(difluoro-methoxy)-2-fluorobenzene BrC1=CC(=C(C=C1)OC(F)F)F